5-(N-(2-(4-(tert-Butoxycarbonyl)piperazin-1-yl)-4-(trifluoromethyl)benzyl)-N-phenethylsulfamoyl)-3-methylbenzofuran-2-carboxylic acid C(C)(C)(C)OC(=O)N1CCN(CC1)C1=C(CN(S(=O)(=O)C=2C=CC3=C(C(=C(O3)C(=O)O)C)C2)CCC2=CC=CC=C2)C=CC(=C1)C(F)(F)F